7-(3-cyclohexyl-7,8-dihydro-1,6-naphthyridin-6(5H)-yl)-8,9-dimethyl-4H-pyrimido[1,2-b]pyridazin-4-one C1(CCCCC1)C=1C=NC=2CCN(CC2C1)C=1C(=C(C=2N(N1)C(C=CN2)=O)C)C